8-chloro-2-(2,6-difluorophenyl)-N-(1-methyl-1H-imidazol-4-yl)pyrazolo[1,5-a][1,3,5]triazin-4-amine ClC=1C=NN2C1N=C(N=C2NC=2N=CN(C2)C)C2=C(C=CC=C2F)F